BrC1=CC(=C(C=C1)C1=CC(=NN1)O)CCO[Si](C)(C)C(C)(C)C 5-(4-bromo-2-(2-((tert-butyldimethylsilyl)oxy)ethyl)phenyl)-1H-pyrazol-3-ol